(2S,4r)-1-[(2S)-3,3-dimethyl-2-(4-tetrahydronaphthalen-5-yl-triazol-1-yl)butyryl]-4-hydroxy-N-methyl-pyrrolidine-2-carboxamide CC([C@@H](C(=O)N1[C@@H](C[C@H](C1)O)C(=O)NC)N1N=NC(=C1)C1=C2CCCCC2=CC=C1)(C)C